oxo-1,3-oxazolidine-3-carboxylate O=C1OCCN1C(=O)[O-]